ClC=1C=C2C=NC(=NC2=CC1N1CCC(CC1)(O)C)NC=1C=NN(C1C)[C@@H]1C[C@@H](C1)OC 1-(6-chloro-2-{[1-(cis-3-methoxycyclobutyl)-5-methyl-1H-pyrazol-4-yl]amino}quinazolin-7-yl)-4-methylpiperidin-4-ol